Cl.Cl.N=1C=CN2N=C(C=CC21)C=2C=C(C(=NC2)C=2N=NC(=CC2)OC2CC(NC(C2)(C)C)(C)C)O 5-(imidazo[1,2-b]pyridazin-6-yl)-2-{6-[(2,2,6,6-tetramethylpiperidin-4-yl)oxy]pyridazin-3-yl}pyridin-3-ol dihydrochloride